(S)-(4-(2-(2-(1-(3,4-difluorophenyl)-6-oxapiperidin-2-yl)-5-(3,5-dimethylisoxazol-4-yl)-1H-benzo[d]imidazol-1-yl)thiazol-4-yl)phenyl)phosphonic acid diethyl ester C(C)OP(OCC)(=O)C1=CC=C(C=C1)C=1N=C(SC1)N1C(=NC2=C1C=CC(=C2)C=2C(=NOC2C)C)[C@H]2N(OCCC2)C2=CC(=C(C=C2)F)F